C(#N)C=1C(=CC(=NC1)NC(=O)N1CCCC2=CC(=C(N=C12)C=O)CN1C(OC[C@@H]1C)=C=O)NCC1(CC1)OC (S)-N-(5-Cyano-4-(((1-methoxycyclopropyl)methyl)amino)pyridin-2-yl)-7-formyl-6-((4-methyl-2-carbonyloxazolidin-3-yl)methyl)-3,4-dihydro-1,8-naphthyridin-1(2H)-carboxamide